ClC1=NC2=CC=CC=C2C(=N1)C1=CC=CC2=CC=CC=C12 2-chloro-4-(1-naphthyl)quinazoline